(3S)-N-[5-(furan-2-yl)-2-methyl-[1,2,4]triazolo[1,5-c]pyrimidin-7-yl]-3-hydroxypyrrolidine O1C(=CC=C1)C1=NC(=CC=2N1N=C(N2)C)N2C[C@H](CC2)O